2-(1H-Imidazol-1-yl)-5-[(5-methoxypyridin-2-yl)methoxy]-1,3-benzoxazole N1(C=NC=C1)C=1OC2=C(N1)C=C(C=C2)OCC2=NC=C(C=C2)OC